4-ethyl-6-(trifluoromethyl)pyridine-3-sulfonyl chloride C(C)C1=C(C=NC(=C1)C(F)(F)F)S(=O)(=O)Cl